6-((5-Fluoropyridin-2-yl)amino)-4-((7-methoxy-1-(methyl-d3)-1H-indazol-6-yl)amino)-N-(methyl-d3)nicotinamide FC=1C=CC(=NC1)NC1=NC=C(C(=O)NC([2H])([2H])[2H])C(=C1)NC1=CC=C2C=NN(C2=C1OC)C([2H])([2H])[2H]